bis-[gamma-(triethoxysilyl) propyl] tetrasulphide C(C)O[Si](CCCSSSSCCC[Si](OCC)(OCC)OCC)(OCC)OCC